C(C)C1=C([C@@H]([C@@H](C(=C1C)C)C(=O)OCC)C(=O)OCC)C diethyl cis-4-ethyl-3,5,6-trimethylcyclohexa-3,5-diene-1,2-dicarboxylate